NCC(CO)O 1-amino-2,3-propanediol